ClC1=CCC(CCN1C=O)(C)C 7-chloro-4,4-dimethyl-3,5-dihydro-2H-azepine-1-carbaldehyde